C(C)(C)(C)O[SiH2]OCCCC tert-butyloxy-n-butyloxy-silane